C(CCC)C1=C(C(=NN1C(C)(C)C)C(C)C)O Butyl-1-tert-butyl-4-hydroxy-3-isopropyl-pyrazol